ON1N=NC2=C(C1=O)C=CC=C2 3-hydroxy-4-oxo-3,4-dihydro-1,2,3-benzotriazine